Tert-butyl (1-acetylpyrrolidin-3-yl)methylcarbamate C(C)(=O)N1CC(CC1)CNC(OC(C)(C)C)=O